(R)-((R)-1-ethylpiperidin-3-yl)(5-methyl-6-(4-(trifluoromethyl)phenyl)pyridazin-3-yl)methanol C(C)N1C[C@@H](CCC1)[C@@H](O)C=1N=NC(=C(C1)C)C1=CC=C(C=C1)C(F)(F)F